ClC1=C(C(=CC(=C1)Cl)F)NC=1N(C2=NC(=NC=C2N1)N[C@H]1[C@@H](COCC1)C)C1CCC(CC1)(C(=O)OCC)C ethyl (1S,4s)-4-(8-((2,4-dichloro-6-fluorophenyl)amino)-2-(((3S,4R)-3-methyltetrahydro-2H-pyran-4-yl)amino)-9H-purin-9-yl)-1-methylcyclohexane-1-carboxylate